COC1=CC(=NC=C1)C=1N=C(C2=C(N1)CCC2)N(CC(=O)NC2=CC(N(C=C2)C)=O)C 2-{[2-(4-methoxypyridin-2-yl)-5H,6H,7H-cyclopenta[d]pyrimidin-4-yl](methyl)amino}-N-(1-methyl-2-oxo-1,2-dihydropyridin-4-yl)acetamide